C[C@H](C(=O)O)CCCCCCCCCCCCCCC (2S)-2-methylheptadecanoic acid